NC1=NC=C(C(=C1C=1C=C(C=NC1)C#N)CC)C1=CC=C(C=C1)O 5-[2-amino-4-ethyl-5-(4-hydroxyphenyl)-3-pyridyl]pyridine-3-carbonitrile